FC1=CC=C2C=CN=C(C2=C1B1OC(C(O1)(C)C)(C)C)OC 7-Fluoro-1-methoxy-8-(4,4,5,5-tetramethyl-1,3,2-dioxaborolan-2-yl)isoquinoline